C(C1=CC=CC=C1)OC=1C=C2CCC=C(C2=CC1)C1=C(C=C(C=C1)N1CCC(CC1)C(OC)OC)OC 1-(4-(6-(benzyloxy)-3,4-dihydronaphthalen-1-yl)-3-methoxyphenyl)-4-(dimethoxymethyl)piperidine